BrC=1C=C2CCN(C2=CC1)C(=O)NC1=NC(=CC=C1)C1=NN=CN1C(C)C 5-bromo-N-(6-(4-isopropyl-4H-1,2,4-triazol-3-yl)pyridin-2-yl)indoline-1-carboxamide